ClC=1C2=CN(N=C2C=CC1C1=C2C=C(N=CC2=CC=N1)NC1=CC=C(C=C1)S(=O)(=O)C)COCC[Si](C)(C)C 5-(4-chloro-2-((2-(trimethylsilyl)ethoxy)methyl)-2H-indazol-5-yl)-N-(4-(methylsulfonyl)phenyl)-2,6-naphthyridin-3-amine